Boc-3-bromo-D-phenylalanine C(=O)(OC(C)(C)C)N[C@H](CC1=CC(=CC=C1)Br)C(=O)O